6-(2-cyclopropylacetyl)-2-oxo-1,2,5,6,7,8-hexahydro-1,6-naphthyridine-3-carboxamide C1(CC1)CC(=O)N1CC=2C=C(C(NC2CC1)=O)C(=O)N